ClC=1C=C(C=C(C1)OC)C1=CC=2N(C[C@H]3N(C2N=C1)CCN(C3)C(C(=O)O)(C)C)S(=O)(=O)C3=CC(=CC=C3)C(F)(F)F (S)-2-(3-(3-chloro-5-methoxyphenyl)-5-(3-(trifluoromethyl)phenylsulfonyl)-6a,7,9,10-tetrahydro-5H-pyrazino[1,2-a]pyrido[3,2-e]pyrazin-8(6H)-yl)-2-methylpropanoic acid